(1R,3S)-1-(3-bromo-4-fluorobenzyl)-3-(methylsulfonamido)cyclopentane-1-carbonyl chloride BrC=1C=C(C[C@]2(C[C@H](CC2)NS(=O)(=O)C)C(=O)Cl)C=CC1F